3-phenylprop-2-enal C1(=CC=CC=C1)C=CC=O